ClC1=CC=C(C=C1)C=1C=C(C(N(N1)C=1C=NN(C1)CC)=O)C(=O)NCC(C)(CC)O 6-(4-chlorophenyl)-N-(2-hydroxy-2-ethylpropyl)-2-(1-ethyl-1H-pyrazol-4-yl)-3-oxo-2,3-dihydropyridazine-4-carboxamide